COC1=CC(=CC(=N1)C1=CC=C(C=C1)OC)C1=CC=CC=C1 6-methoxy-2-(4-methoxyphenyl)-4-phenylpyridine